Cl.CN(CCCN=C=NCC)C 1-(3-dimethylaminopropyl)-3-ethylcarbodiimid hydrochlorid